5-amino-3-(2-(pyridin-2-yl)quinolin-7-yl)-1H-pyrazole-4-carbonitrile NC1=C(C(=NN1)C1=CC=C2C=CC(=NC2=C1)C1=NC=CC=C1)C#N